ClC=1C=CC(=C(C1)C1=CC(=C(N=N1)C)NC1=CC(=NC=C1)NC(=O)CN1CCN(CC1)CCNC(OC(C)(C)C)=O)F Tert-Butyl N-[2-(4-{[(4-{[6-(5-Chloro-2-Fluorophenyl)-3-Methylpyridazin-4-Yl]Amino}Pyridin-2-Yl)Carbamoyl]Methyl}Piperazin-1-Yl)Ethyl]Carbamate